diortho-tolyl-thiourea C1(=C(C=CC=C1)NC(NC1=C(C=CC=C1)C)=S)C